[8-(2-methylphenyl)-2-[(5-piperazin-1-ylpyridin-2-yl)amino]pyrido[3,4-d]pyrimidin-6-yl]methanol methyl-7-(6-bromoindolin-1-yl)-7-oxoheptanoate CC(C(=O)OCC1=CC2=C(N=C(N=C2)NC2=NC=C(C=C2)N2CCNCC2)C(=N1)C1=C(C=CC=C1)C)CCCCC(=O)N1CCC2=CC=C(C=C12)Br